CC1[N@@](C1)C(=O)OCC1=CC=CC=C1 benzyl (R)-2-methylazacyclopropane-1-carboxylate